3-(1-(3-methoxyphenyl)-3-(methylamino)propyl)-6-(1-(tetrahydro-2H-pyran-2-yl)-1H-pyrazol-4-yl)quinazolin-4(3H)-one COC=1C=C(C=CC1)C(CCNC)N1C=NC2=CC=C(C=C2C1=O)C=1C=NN(C1)C1OCCCC1